tert-Butyl (2-(1-(2-((8-carbamoylbenzo[c][2,6]naphthyridin-5-yl)amino)ethyl)-1H-1,2,3-triazol-4-yl)ethyl)((2-chloro-[1,1'-biphenyl]-4-yl)methyl)carbamate C(N)(=O)C=1C=CC2=C(N=C(C3=CC=NC=C23)NCCN2N=NC(=C2)CCN(C(OC(C)(C)C)=O)CC2=CC(=C(C=C2)C2=CC=CC=C2)Cl)C1